ClC=1N=NNC1Cl 4,5-dichloro-1H-1,2,3-triazole